2-(tert-butyl)-9,10-di(2-naphthalenyl)anthracene C(C)(C)(C)C1=CC2=C(C3=CC=CC=C3C(=C2C=C1)C1=CC2=CC=CC=C2C=C1)C1=CC2=CC=CC=C2C=C1